5-cyclopropyl-6-(4-(1H-pyrazol-1-yl)benzyl)-2-(tetrahydrofuran-2-ylmethyl)isoindolin-1-one C1(CC1)C=1C=C2CN(C(C2=CC1CC1=CC=C(C=C1)N1N=CC=C1)=O)CC1OCCC1